COC[C@@H](COC1C(N(CC1)C1CCN(CC1)C1=NC=C(C=N1)C(F)(F)F)=O)NC1=C(C(N(N=C1)CC1=CC=C(C=C1)OC)=O)C(F)(F)F 5-(((2S)-1-methoxy-3-((2-oxo-1-(1-(5-(trifluoromethyl)pyrimidin-2-yl)piperidin-4-yl)pyrrolidin-3-yl)oxy)propan-2-yl)amino)-2-(4-methoxybenzyl)-4-(trifluoromethyl)pyridazin-3(2H)-one